7-Aminothioheptanoic acid S-(4-((2-aminoethyl) carbamoyl) benzyl) ester NCCNC(=O)C1=CC=C(CSC(CCCCCCN)=O)C=C1